3-fluoro-1-propene FCC=C